C1(=CC=CC=C1)N(C(=O)N1[C@@H]([C@H]2CC[C@@H](C1)N2C2=NC=CC(=N2)C2=CC=CC=C2)C(=O)O)C2=CC=CC=C2 (1R,2S,5S)-3-(diphenylcarbamoyl)-8-(4-phenylpyrimidine-2-yl)-3,8-diazabicyclo[3.2.1]octane-2-carboxylic acid